The molecule is a C20-gibberellin obtained by selective reduction of the 10beta-carboxy group of gibberellin A14. It is a C20-gibberellin and a gibberellin monocarboxylic acid. It derives from a gibberellin A14. It is a conjugate acid of a gibberellin A14 aldehyde(1-). C[C@@]12CC[C@@H]([C@@]([C@H]1[C@@H]([C@]34[C@H]2CC[C@H](C3)C(=C)C4)C=O)(C)C(=O)O)O